OC=1C=C(C=CC1)/C=C/C(=O)C1=CC=C(C=C1)S(=O)(=O)NCCC 4-[(E)-3-(3-Hydroxyphenyl)prop-2-enoyl]-N-propylbenzenesulfonamide